4-(3,4-difluoro-2-methoxyphenoxy)-N-(3-(methylsulfonyl)phenyl)-6-(trifluoromethyl)pyridazine-3-carboxamide FC=1C(=C(OC2=C(N=NC(=C2)C(F)(F)F)C(=O)NC2=CC(=CC=C2)S(=O)(=O)C)C=CC1F)OC